N-{2-[(5-amino-1,3,4-thia-diazol-2-yl)sulfanyl]ethyl}-4-fluoro-benzene-1-sulfonamide NC1=NN=C(S1)SCCNS(=O)(=O)C1=CC=C(C=C1)F